N1=CC=C(C2=CC=CC=C12)C=1C=NNC1 4-quinolin-4-yl-pyrazole